(S)-N-((S)-3,3-difluoro-5-hydroxypentan-2-yl)-2-methylpropane-2-sulfinamide FC([C@H](C)N[S@@](=O)C(C)(C)C)(CCO)F